O1C(=CC=C1)C(=O)C=1C=NC2=CC=CC=C2C1 3-(2-furoyl)quinoline